4,6-bis-(2,4-dimethylphenyl)-2-(2-hydroxy-4-(3-tridecyloxy-2-hydroxypropoxy)-phenyl)-s-triazine CC1=C(C=CC(=C1)C)C1=NC(=NC(=N1)C1=C(C=C(C=C1)C)C)C1=C(C=C(C=C1)OCC(COCCCCCCCCCCCCC)O)O